N-(3-(Ethylsulfonyl)phenyl)-4-((2-methyl-4-phenylthiazol-5-yl)oxy)pyridin-2-amine C(C)S(=O)(=O)C=1C=C(C=CC1)NC1=NC=CC(=C1)OC1=C(N=C(S1)C)C1=CC=CC=C1